OC=1C=CC2=C(C=C(O2)C2=C(C=C(C=C2)OC)C([2H])([2H])OC)C1 5-hydroxy-2-(4-methoxy-2-(methoxymethyl-d2)phenyl)benzofuran